C(#N)C=1N=C(C2=C(N1)N(C=C2)[C@H]2[C@@H]([C@@H]([C@H](O2)COCP(O)(O)=O)O)O)NC(C)C [(2R,3S,4R,5R)-5-[2-cyano-4-(isopropyl-amino)pyrrolo[2,3-d]-pyrimidin-7-yl]-3,4-dihydroxy-tetrahydro-furan-2-yl]methoxy-methylphosphonic acid